C(C)(C)(C)OC(=O)NC1=CC=CC(=N1)COCCC=1C=C(C(=C(C1)NC1=CC(=NC=C1C(=O)OC)Cl)OC)C1=NN(C=C1)C Methyl 4-((5-(2-((6-((tert-butoxycarbonyl) amino) pyridin-2-yl) methoxy) ethyl)-2-methoxy-3-(1-methyl-1H-pyrazol-3-yl) phenyl) amino)-6-chloronicotinate